C(CCCCC)C=1C=C(C=2C3=C(C(OC2C1)(C)C)C=CC(=C3)C)O 3-hexyl-6,6,9-trimethyl-6H-benzo[c]chromen-1-ol